C(C)(C)(C)OC(=O)N1C[C@@H]([C@H](CC1)O)F (3s,4s)-3-fluoro-4-hydroxy-piperidine-1-carboxylic acid tert-butyl ester